N-[2-[2-(propan-2-yl)phenyl]-4-([[4-(1H-pyrazol-1-yl)phenyl]methyl]amino)pyrimidin-5-yl]oxetane-3-carboxamide CC(C)C1=C(C=CC=C1)C1=NC=C(C(=N1)NCC1=CC=C(C=C1)N1N=CC=C1)NC(=O)C1COC1